3-(morpholin-4-yl)bicyclo[3.1.0]Hexane-6-carboxamide N1(CCOCC1)C1CC2C(C2C1)C(=O)N